2-(6-chloro-1-((2R,3S)-3-methoxy-2-methylazetidin-1-yl)-2,7-naphthyridin-4-yl)propan-1-ol ClC=1C=C2C(=CN=C(C2=CN1)N1[C@@H]([C@H](C1)OC)C)C(CO)C